N[C@H](C=O)[C@H](O)C(=O)[C@@H](CO)N 2,5-diamino-2,5-dideoxy-1,4-didehydroiditol